4'-maleimidylstilbene-2,2'-disulfonic acid C1(C=CC(N1C=1C=C(C(C=CC=2C(=CC=CC2)S(=O)(=O)O)=CC1)S(=O)(=O)O)=O)=O